NC1=C(C(=NN1C1CCC1)C1=CC=C(C=C1)CC(=O)O)C#N [4-(5-Amino-4-cyano-1-cyclobutylpyrazol-3-yl)phenyl]acetic acid